[Cu].[Ag].[Pt].[Pd] palladium-platinum-silver-copper